CC(C#C)(OCCC(=O)OCC)C ethyl 3-(1,1-dimethylprop-2-ynoxy)-propanoate